ClC1=C(N=C2C=C(C(=NC2=C1N[C@H](C)C1=C(C=CC(=C1)C#N)F)C=1C=CC(=NC1)P([O-])([O-])=O)F)C 5-(7-chloro-8-{[(1R)-1-(5-cyano-2-fluorophenyl)ethyl]amino}-3-fluoro-6-methyl-1,5-naphthyridin-2-yl)pyridin-2-ylphosphonate